ethyl 4-(2-oxa-5-azabicyclo[4.1.0]heptan-5-yl)-7-fluoro-8-(2,3,5-trifluorophenyl)quinoline-3-carboxylate C12OCCN(C2C1)C1=C(C=NC2=C(C(=CC=C12)F)C1=C(C(=CC(=C1)F)F)F)C(=O)OCC